4-(((tert-butyldimethylsilyl)oxy)methyl)thiazole [Si](C)(C)(C(C)(C)C)OCC=1N=CSC1